C(C)(C)(C)OC(=O)N1[C@H](C[C@@H](C1)N1N=C(C(=C1NCCOC)C#N)Br)COC (2R,4S)-4-[3-bromo-4-cyano-5-[(2-methoxyethyl)amino]pyrazol-1-yl]-2-(methoxymethyl)pyrrolidine-1-carboxylic acid tert-butyl ester